9-(5-((1-(Tert-butoxycarbonyl)azetidin-3-ylidene)methyl)-3-fluoropyridin-2-yl)-8-(2,4-dichlorophenyl)-6,7-dihydro-5H-benzo[7]annulene-3-carboxylic acid C(C)(C)(C)OC(=O)N1CC(C1)=CC=1C=C(C(=NC1)C1=C(CCCC2=C1C=CC(=C2)C(=O)O)C2=C(C=C(C=C2)Cl)Cl)F